CC1=NN2N=CC=CC2=C1C=O (2-methylpyrazolo[1,5-b]pyridazin-3-yl)methanone